COC=1C=NC=2C(=C3C(=CC2N1)ONO3)C3=CC=CC=C3 7-Methoxy-4-phenyl-[1,3]dioxazolo[4,5-g]quinoxaline